NC=1C2=C(N=CN1)N(C=C2C#CC2=CN=NC=C2)[C@@H]2O[C@@H]([C@H]([C@H]2O)O)CSCC=2C(=NOC2C2=CC=CC=C2)C (2R,3R,4S,5S)-2-(4-Amino-5-(pyridazin-4-ylethynyl)-7H-pyrrolo[2,3-d]pyrimidin-7-yl)-5-((((3-methyl-5-phenylisoxazol-4-yl)methyl)thio)methyl)tetrahydrofuran-3,4-diol